1-(4-fluorophenyl)-1H-thieno[2',3':4,5]benzo[1,2-d][1,2,3]triazole-4,8-dione FC1=CC=C(C=C1)N1N=NC2=C1C(C1=C(C2=O)SC=C1)=O